CS(=O)(=O)C1=CC=CC2=CC=CC=C12 methylsulfonyl-naphthalene